(R)-3-(5-(5-bromo-1-((2-(trimethylsilyl)ethoxy)methyl)-1H-pyrazolo[3,4-c]pyridin-3-yl)-2-(hexahydropyrazino[2,1-c][1,4]oxazin-8(1H)-yl)phenoxy)-2,2-difluoropropan-1-ol BrC=1C=C2C(=CN1)N(N=C2C=2C=CC(=C(OCC(CO)(F)F)C2)N2C[C@@H]1COCCN1CC2)COCC[Si](C)(C)C